(S)-2-propylpentyl 2-aminopropionate N[C@H](C(=O)OCC(CCC)CCC)C